Cl.C1(CCC1)CN cyclobutylmethanamine HCl